(2,6-difluorobenzyl)-1H-1,2,3-triazole-4-carboxylic acid FC1=C(CN2N=NC(=C2)C(=O)O)C(=CC=C1)F